[Cl-].[Cl-].C[Si](=[Zr+2](C1C(=CC2=C(C=CC=C12)C1=CC=C(C=C1)C(C)(C)C)C(C)C)C1C(=C(C2=C(C=CC=C12)C1=CC=C(C=C1)C(C)(C)C)CCCCCCOC(C)(C)C)C)C1=CC=CC=C1 Methylphenyl-silanediyl(3-(6-(tert-butoxy)hexyl)-4-(4-(tert-butyl)phenyl)-2-methyl-1H-inden-1-yl)(4-(4-(tert-butyl)phenyl)-2-isopropyl-1H-inden-1-yl)Zirconium dichloride